COC1=C(C(NC)=S)C=CC(=C1)C(F)(F)F 2-methoxy-N-methyl-4-(trifluoromethyl)benzothiamide